BrC1=CC=C(C(=C1)C1=C(C=CC=C1)Cl)C(=O)N1C[C@@H](N(CC1)[C@H]1[C@H](N(C1)C(C=C)=O)C)C 1-((2R,3R)-3-((S)-4-(5-bromo-2'-chloro-[1,1'-biphenyl]-2-carbonyl)-2-methylpiperazin-1-yl)-2-methylazetidin-1-yl)prop-2-en-1-one